C(=O)(O)C=1C(=NON1)C(C)C 4-carboxy-3-isopropyl-1,2,5-oxadiazole